COC1=CC=C(C=C1)C1=CN=C2N1N=C(C=C2)NC 3-(4-methoxyphenyl)-N-methyl-imidazo[1,2-b]pyridazin-6-amine